phthalimido triflate O(S(=O)(=O)C(F)(F)F)N1C(C=2C(C1=O)=CC=CC2)=O